[I-].C[Si](O[Si](O[Si](C)(C)C)(O[Si](C)(C)C)CCCNC(CCCCC[N+](C)(C)CCO)=O)(C)C 6-((3-(1,1,1,5,5,5-hexamethyl-3-((trimethylsilyl)oxy)trisiloxan-3-yl)propyl)amino)-N-(2-hydroxyethyl)-N,N-dimethyl-6-oxohexan-1-aminium iodide